OC1(C2(C(=C3C=CC=C3C1=O)C)CC2)C 6'-hydroxy-4',6'-dimethyl-7'-oxo-6',7'-dihydrospiro[cyclopropane-1,5'-indene]